(R)-3-[2-[3-[8-amino-5-(1-methylpyrazol-4-yl)pyrido[3,4-d]pyrimidin-2-yl]phenyl]ethynyl]-3-hydroxy-1-methyl-pyrrolidin-2-one NC1=NC=C(C2=C1N=C(N=C2)C=2C=C(C=CC2)C#C[C@]2(C(N(CC2)C)=O)O)C=2C=NN(C2)C